anti-2,4-nondienal C(C=CC=CCCCC)=O